C(C)(C)(C)OC(=O)N1C/C(/CC1)=C/F (E)-3-(Fluoromethylidene)pyrrolidine-1-carboxylic acid tert-butyl ester